FC=1C=C(C=CC1C1=C(N=C2N1C=C(C=C2)C2=CC(=CC=C2)C(F)(F)F)C)O 3-fluoro-4-[2-methyl-6-[3-(trifluoromethyl)phenyl]imidazo[1,2-a]pyridin-3-yl]phenol